[Si](C)(C)(C(C)(C)C)OCC[C@H](C)N1N=C(C=2C=NC(=CC21)Cl)C#C[C@@H]2N(CCC2)C 1-((S)-4-((tert-butyldimethylsilyl)oxy)butan-2-yl)-6-chloro-3-(((R)-1-methylpyrrolidin-2-yl)ethynyl)-1H-pyrazolo[4,3-c]pyridine